(4Z)-oct-4-en-1-ol C(CC\C=C/CCC)O